ClC1=CC(=NC=C1C)C=O 4-chloro-5-methylpicolinaldehyde